tert-butyl (R)-2-methyl-1-oxo-3-(2-(tosyloxy)ethyl)-2,8-diazaspiro[4.5]decane-8-carboxylate CN1C(C2(C[C@@H]1CCOS(=O)(=O)C1=CC=C(C)C=C1)CCN(CC2)C(=O)OC(C)(C)C)=O